N-(2-methoxy-4-(1-(4-chlorophenyl)cyclopentane-1-carboxamido)phenyl)-2-fluorobenzamide COC1=C(C=CC(=C1)NC(=O)C1(CCCC1)C1=CC=C(C=C1)Cl)NC(C1=C(C=CC=C1)F)=O